2-((5-(5-(3,5-dichlorophenyl)-5-(trifluoromethyl)-4,5-dihydro-1H-pyrazol-3-yl)-1,3,4-oxadiazol-2-yl)thio)-N-(2,4-difluorophenyl)acetamide ClC=1C=C(C=C(C1)Cl)C1(CC(=NN1)C1=NN=C(O1)SCC(=O)NC1=C(C=C(C=C1)F)F)C(F)(F)F